C(=O)(OC(C)(C)C)NC1CCCCC1 N-Boc-4-aminocyclohexane